C(C)C1=CC2=C(C3=CC=CC=C3C(=C2C=C1CC)OC(=O)OCCCC)OC(=O)OCCCC 2,3-diethyl-9,10-bis(n-butoxycarbonyloxy)anthracene